8-p-menthyl-cyclohexadien-1-ol C1(CCC(CC1)C(C)(C)C1=C(CCC=C1)O)C